C=C(C(=O)OCC)CC(=O)OC12CC3CC(CC(C1)C3)C2 4-(adamantan-1-yl) 1-ethyl 2-methylenesuccinate